F[C@@H]1CN(CC[C@@H]1OC)C1=NC=CC(=N1)NC=1C=C2C(=CN=C(C2=CN1)N1[C@@H](C(C1)C[S@](=O)(C)=N)C)C(C)C (1R)-(((2R)-1-(6-((2-((3R,4S)-3-fluoro-4-methoxypiperidin-1-yl)pyrimidin-4-yl)amino)-4-isopropyl-2,7-naphthyridin-1-yl)-2-methylazetidin-3-yl)methyl)(imino)(meth-yl)-λ6-sulfanone